C(CCCCCCCCCCC)(=O)OCCNP(=O)(OC1=CC=CC=C1)OC[C@]1(O[C@H]([C@@H]([C@@H]1O)O)C1=CC=C2C(=NC=NN21)N)C#N 2-(((((2R,3S,4R,5S)-5-(4-aminopyrrolo[2,1-f][1,2,4]triazin-7-yl)-2-cyano-3,4-dihydroxytetrahydrofuran-2-yl)methoxy)(phenoxy)phosphoryl)amino)ethyl dodecanoate